2,2-dimethyl-7-(8-((4-morpholinophenyl)amino)-[1,2,4]Triazolo[1,5-a]Pyrazin-6-yl)-2H-benzo[b][1,4]Oxazin-3(4H)-one CC1(C(NC2=C(O1)C=C(C=C2)C=2N=C(C=1N(C2)N=CN1)NC1=CC=C(C=C1)N1CCOCC1)=O)C